FC1=C(C=CC=C1)N1CCN(CC1)CC=1NC(C2=C(N1)C=C(S2)C=2C=NNC2C)=O 2-{[4-(2-fluorophenyl)piperazin-1-yl]methyl}-6-(5-methyl-1H-pyrazol-4-yl)thieno[3,2-d]pyrimidin-4(3H)-one